6-(3-fluorophenoxy)nicotinic acid FC=1C=C(OC2=NC=C(C(=O)O)C=C2)C=CC1